C(=C)N1C=NC=C1C N-vinyl-5-methylimidazole